N-(2-methoxyphenyl)sulfonyl-3-methoxy-4-(pyrazol-1-ylmethyl)benzamide COC1=C(C=CC=C1)S(=O)(=O)NC(C1=CC(=C(C=C1)CN1N=CC=C1)OC)=O